C(CCCCCCC\C=C/CCCCCCCC)(=O)OCN1C(CCC2=CC=C(C=C12)CCN1CCN(CC1)C1=CC(=CC=2SC=CC21)F)=O (7-(2-(4-(6-fluorobenzo[b]thiophen-4-yl)piperazin-1-yl)ethyl)-2-oxo-3,4-dihydroquinolin-1(2H)-yl)methyl oleate